N[C@H](C(=O)NC[C@@H]([C@H]([C@@H]([C@@H](CO)O)O)O)O)CCC(=O)NC[C@@H]([C@H]([C@@H]([C@@H](CO)O)O)O)O (S)-2-amino-N1,N5-bis((2S,3R,4R,5R)-2,3,4,5,6-pentahydroxyhexyl)pentanediamide